7-[(1-methylethyl)oxy]-6-(methylsulfonyl)-3-{[4-(4-morpholinyl)-1-piperidinyl]methyl}-N-(1-phenylcyclopropyl)-2-[3-(trifluoromethyl)phenyl]-4-quinolinecarboxamide CC(C)OC1=C(C=C2C(=C(C(=NC2=C1)C1=CC(=CC=C1)C(F)(F)F)CN1CCC(CC1)N1CCOCC1)C(=O)NC1(CC1)C1=CC=CC=C1)S(=O)(=O)C